3-amino-3-(3-(3-chlorobenzyl)phenyl)propionic acid NC(CC(=O)O)C1=CC(=CC=C1)CC1=CC(=CC=C1)Cl